1-amino-2,3-dihydro-1H-indene-4-carbonitrile NC1CCC=2C(=CC=CC12)C#N